methyl 2,6-dimethoxybenzoate COC1=C(C(=O)OC)C(=CC=C1)OC